BrC=1C=CC2=C(C(=C(O2)C(C(F)(F)F)O)COC2=C(C=CC(=C2)OC)CC(=O)OCC)C1 ethyl 2-(2-((5-bromo-2-(2,2,2-trifluoro-1-hydroxyethyl)benzofuran-3-yl)methoxy)-4-methoxyphenyl)acetate